(R)-5-((((6-(2-chloro-3-(3-chloro-2-(3-((isobutylamino)methyl)-1-methyl-1H-indol-6-yl)pyridin-4-yl)phenyl)-2-methoxypyridin-3-yl)methyl)amino)methyl)pyrrolidin-2-one ClC1=C(C=CC=C1C1=C(C(=NC=C1)C1=CC=C2C(=CN(C2=C1)C)CNCC(C)C)Cl)C1=CC=C(C(=N1)OC)CNC[C@H]1CCC(N1)=O